tert-butyl (2S,5S)-5-(4-chlorobenzyl)-2-isobutyl-3-oxopiperazine-1-carboxylate ClC1=CC=C(C[C@@H]2NC([C@@H](N(C2)C(=O)OC(C)(C)C)CC(C)C)=O)C=C1